3-(tert-butyl)-1-(1,1-difluoroethyl)-2-methoxy-6,6-dimethyl-3-azabicyclo[3.1.0]hexane C(C)(C)(C)N1C(C2(C(C2C1)(C)C)C(C)(F)F)OC